CN1CC2=CC=C(C=C2C1)N 2-methylisoindoline-5-amine